COC=1N(C2=C3CCOC3=CC=C2N1)CCCC(=O)N [2-(2-methoxy-7,8-dihydro-6-oxa-1,3-diaza-as-indacen-1-yl)ethyl]acetamide